3-(3-(3-(4-phenoxyphenyl)ureido)azetidin-1-yl)-2-(1H-pyrrol-1-yl)benzoic acid O(C1=CC=CC=C1)C1=CC=C(C=C1)NC(NC1CN(C1)C=1C(=C(C(=O)O)C=CC1)N1C=CC=C1)=O